C(C)(C)C1=C(NC2=CC=C(C=C12)C=1OC(=NN1)[C@@H]1CNCCC1)C1=C2C(=NC=C1)NN=C2 (S)-2-(3-isopropyl-2-(1H-pyrazolo[3,4-b]pyridin-4-yl)-1H-indol-5-yl)-5-(piperidin-3-yl)-1,3,4-oxadiazole